C(C)(=O)NC1=C(C2=C(S1)C(C(CC2)(CC#C)C2=CC=CC=C2)=O)C(=O)OCC Ethyl 2-acetamido-7-oxo-6-phenyl-6-(prop-2-yn-1-yl)-4,5,6,7-tetrahydrobenzo[b]thiophene-3-carboxylate